C(C)C1(N(C(C=CC1C(=O)N)CO)C)CC diethyl-6-(hydroxymethyl)-1-methyl-1,2,3,6-tetrahydropyridine-3-carboxamide